N-(3-chloro-5-(methylsulfonyl)phenyl)-1-(2,2-dimethylpiperidin-4-yl)-1H-pyrazole-4-carboxamide ClC=1C=C(C=C(C1)S(=O)(=O)C)NC(=O)C=1C=NN(C1)C1CC(NCC1)(C)C